1,1,1,3,3,3-hexafluoropropan-2-yl (S)-1-(pyridazin-4-ylcarbamoyl)-6-azaspiro[2.5]octane-6-carboxylate N1=NC=C(C=C1)NC(=O)[C@H]1CC12CCN(CC2)C(=O)OC(C(F)(F)F)C(F)(F)F